C1(CC1)NC(=O)C1=CC(=NN1CC1=C(C=CC=C1)F)C(=O)NC N5-Cyclopropyl-1-(2-fluorobenzyl)-N3-methyl-1H-pyrazole-3,5-dicarboxamide